Methylammonium Tin Iodide [Sn](I)(I)(I)I.C[NH3+]